N[C@@H](C(=O)NC1=NC(=CC=C1)OC1=CC(=C(C=C1)OC)C)CC (2R)-2-amino-N-[6-(4-methoxy-3-methyl-phenoxy)-2-pyridyl]butanamide